O1CC[C@@H]2N(CCC[C@@H]21)C=2N=NC(=C(N2)C)C2=C(C=C(C=C2)C(F)(F)F)O 2-(3-((3aS,7aS)-hexahydrofuro[3,2-b]pyridin-4(2H)-yl)-5-methyl-1,2,4-triazin-6-yl)-5-(trifluoromethyl)phenol